CN(C1=CC=C(C=C1)C(C)=O)C 1-(4-(dimethylamino)phenyl)ethanone